C(C)O[Si](C1=CC=CC=C1)(OCC)OCC triethoxy(phenyl)silane